OC1=C(C(=CC(=C1)OCOC)OCOC)C(\C=C\C1=CC(=C(C=C1)OCOC)OC)=O (E)-1-[2-Hydroxy-4,6-bis(methoxymethoxy)phenyl]-3-[3-methoxy-4-(methoxymethoxy)phenyl]prop-2-en-1-one